3-(8-(4-(Trifluoromethyl)phenyl)-1,7-naphthyridin-6-yl)-1,2,4-oxadiazol-5(4H)-one FC(C1=CC=C(C=C1)C=1N=C(C=C2C=CC=NC12)C1=NOC(N1)=O)(F)F